C=C1C2=CC=C(C=C2OC=2C=C(C=CC12)O)O 9-methylene-9H-xanthene-3,6-diol